methyl 4-butyl-3-(2,4-difluorophenyl)-5-methyl-1-phenyl-4,5-dihydro-1H-pyrazole-5-carboxylate C(CCC)C1C(=NN(C1(C(=O)OC)C)C1=CC=CC=C1)C1=C(C=C(C=C1)F)F